CC1CC(C1)CNC(=O)C1=CC=CC(=N1)C(=O)[O-] 6-(((3-methylcyclobutyl)methyl)carbamoyl)picolinate